1-(9-Ethyl-1-methyl-beta-carbolin-6-yl)-3-(4-(trifluoromethyl)phenyl)thiourea C(C)N1C2=CC=C(C=C2C=2C=CN=C(C12)C)NC(=S)NC1=CC=C(C=C1)C(F)(F)F